tert-butyl 3-(8-chloro-9-fluoro-spiro[2H-furo[3,2-c][2,7]naphthyridine-3,3'-oxetane]-5-yl)-3,8-diazabicyclo[3.2.1]octane-8-carboxylate ClC1=C(C=2C3=C(N=C(C2C=N1)N1CC2CCC(C1)N2C(=O)OC(C)(C)C)C2(COC2)CO3)F